(S)-N-(2-fluoro-3-((3-(2-(piperidin-3-ylamino)pyrimidin-4-yl)pyridin-2-yl)oxy)phenyl)-1-phenylmethanesulfonamide FC1=C(C=CC=C1OC1=NC=CC=C1C1=NC(=NC=C1)N[C@@H]1CNCCC1)NS(=O)(=O)CC1=CC=CC=C1